2-((1R,2R)-1-(2-chloro-4,5-difluorophenyl)-1-(1-methyl-1H-pyrazol-4-yl)propan-2-yl)-5-hydroxy-N-(isoxazol-4-yl)-1-methyl-6-oxo-1,6-dihydropyrimidine-4-carboxamide ClC1=C(C=C(C(=C1)F)F)[C@H]([C@@H](C)C=1N(C(C(=C(N1)C(=O)NC=1C=NOC1)O)=O)C)C=1C=NN(C1)C